OC(C)(C)C=1C=C(N=NC1OC)C(=O)OC methyl 5-(2-hydroxypropan-2-yl)-6-methoxypyridazine-3-carboxylate